BrC1=C(N(C2=NC=CN=C21)COCC[Si](C)(C)C)C2=CC(=NC=C2)NC(C)=O N-[4-(7-bromo-5-{[2-(trimethylsilyl)ethoxy]methyl}-5H-pyrrolo[2,3-b]pyrazin-6-yl)pyridin-2-yl]acetamide